CN1N=CC(=C1)NC1=NC=C(C(=N1)OC=1C=C(C=CC1)NC(C=C)=O)C=1C=NC(=CC1)C(F)(F)F N-(3-((2-((1-methyl-1H-pyrazol-4-yl)amino)-5-(6-(trifluoromethyl)pyridin-3-yl)pyrimidin-4-yl)oxy)phenyl)acrylamide